2-amino-3-bromo-5-chlorobenzaldehyde NC1=C(C=O)C=C(C=C1Br)Cl